2-(4-tert-butyl-2,6-difluoro-phenyl)-4,4,5,5-tetramethyl-1,3,2-dioxaborolane C(C)(C)(C)C1=CC(=C(C(=C1)F)B1OC(C(O1)(C)C)(C)C)F